C(CCC=C)(=O)[O-] pent-4-enoate